N-(2-ethoxyethyl)piperidine-3-carboxamide C(C)OCCNC(=O)C1CNCCC1